4-(4-((1R,5S,8s)-8-amino-3-azabicyclo[3.2.1]octan-3-yl)-6-chloro-8-fluoro-2-((tetra-hydro-1H-pyrrolizin-7a(5H)-yl)methoxy)quinazolin-7-yl)-7-fluorobenzo[d]thiazol-2-amine NC1[C@H]2CN(C[C@@H]1CC2)C2=NC(=NC1=C(C(=C(C=C21)Cl)C2=CC=C(C1=C2N=C(S1)N)F)F)OCC12CCCN2CCC1